CN(C(=O)C=1NC2=C(C(=CC(=C2C1)C1=CC(=C(C=C1F)N1CCN(CC1)C(=O)OC(C)(C)C)F)C=1CN(CCC1)C(C(C)C)=O)F)C Tert-butyl 4-(4-(2-(dimethylcarbamoyl)-7-fluoro-6-(1-isobutyryl-1,2,5,6-tetrahydropyridin-3-yl)-1H-indol-4-yl)-2,5-difluorophenyl)piperazine-1-carboxylate